C1(=CC=C(C=C1)C1=CC=C2CCCC(C2=C1)NC(O[C@@H]1CN2CCC1CC2)=O)C (S)-quinuclidin-3-yl (7-(p-tolyl)-1,2,3,4-tetrahydronaphthalen-1-yl)carbamate